P(OC1=C(C=C(C=C1C)C)C(C)(C)C)(OC1=C(C=C(C=C1C)C)C(C)(C)C)OCC bis(2-tert-butyl-4,6-dimethylphenyl) ethyl phosphite